N-(n-Butyl)-3-amino-propyltriethoxysilan C(CCC)NCCC[Si](OCC)(OCC)OCC